C(C1=CC=CC=C1)(C1=CC=CC=C1)N(C=1N(C(C(=C(N1)C(=O)NC)O)=O)C)C 2-(benzhydryl(methyl)amino)-5-hydroxy-N,1-dimethyl-6-oxo-1,6-dihydropyrimidine-4-carboxamide